aminoethyl-γ-aminopropyltriethoxysilane, hydrochloride Cl.NCCC(C)O[Si](OCC)(OCC)CCCN